COC(=O)C=1C=2N(C=CC1C=1C=NN(C1)CC1CCCCC1)C(=CN2)C=2N=NC(=C(C2)C)Cl 3-(6-chloro-5-methylpyridazin-3-yl)-7-(1-(cyclohexylmethyl)-1H-pyrazol-4-yl)imidazo[1,2-a]pyridine-8-carboxylic acid methyl ester